CCCBr Bromopropane